(1S,3S,5S)-N-((4-(N-cyanocarbamimidoyl)thiophen-2-yl)methyl)-5-methyl-2-((4-phenoxybenzoyl)glycyl)-2-azabicyclo[3.1.0]hexane-3-carboxamide C(#N)NC(=N)C=1C=C(SC1)CNC(=O)[C@H]1N([C@H]2C[C@]2(C1)C)C(CNC(C1=CC=C(C=C1)OC1=CC=CC=C1)=O)=O